C(OC)(OC(C#C)C1=CC=C(C=C1)C)=O methyl (1-(4-methylphenyl) prop-2-yn-1-yl) carbonate